NCC=1C=C(C=CC1)C1=CC(=CC=C1)S(=O)(=O)N1CCC2(CC(CO2)NC[C@@H](COC=2C=C(C=CC2)S(=O)(=O)NC)O)CC1 3-((2S)-3-(8-(3'-(aminomethyl)biphenyl-3-ylsulfonyl)-1-oxa-8-azaspiro[4.5]decan-3-ylamino)-2-hydroxypropoxy)-N-methylbenzenesulfonamide